C(C=C)OC(=O)N1CC2(CN(C2)C(=O)C2(CC2)C(F)(F)F)[C@@H](C1)CO.BrC=1C=CC(=NC1)C=1N=NNN1 5-bromo-2-(2H-tetrazol-5-yl)pyridine allyl-(S)-8-(hydroxymethyl)-2-(1-(trifluoromethyl)cyclopropane-1-carbonyl)-2,6-diazaspiro[3.4]octane-6-carboxylate